8-(aminomethyl)-5-methyl-2-oxo-1,2-dihydroquinazolin NCC=1C=CC(=C2C=NC(NC12)=O)C